C(CCC=C)N1C=NC2=C1C=CC=C2 1-(4-penten-1-yl)1H-benzimidazole